OCCCCC1CCNCC1 4-(4-hydroxy-butyl)piperidine